C(C1=CC=CC=C1)OC1=C(C=C(C=C1)CC(=O)N(C)OC)OC 2-(4-(benzyloxy)-3-methoxyphenyl)-N-methoxy-N-methylacetamide